CN(S(=O)(=O)C1=CC=C(C=C1)S(=O)(=O)NC1=C(C=CC=C1)N1C[C@H](CCC1)OC1=CC=CC=C1)C (S)-N1,N1-dimethyl-N4-(2-(3-phenoxypiperidin-1-yl)phenyl)benzene-1,4-disulfonamide